C(CC#C)N1C(=CC=C1)C(=O)NC=1SC=C(N1)[C@@H]1N(CCC1)C1=CC=CC=C1 1-(but-3-yn-1-yl)-N-[4-[(2R)-1-phenylpyrrolidin-2-yl]-1,3-thiazol-2-yl]pyrrole-2-carboxamide